N[C@H](C(=O)O)CC1=CC=C(C=C1)C (S)-2-amino-3-(p-toluyl)propanoic acid